FC=1C=C(C(=NC1)OC)C1=C(C=2C(=CN=C(C2)NC(=O)C2CC2)N1C)C N-[2-(5-fluoro-2-methoxypyridin-3-yl)-1,3-dimethylpyrrolo[2,3-c]pyridin-5-yl]cyclopropane-1-carboxamide